C1(=CC=CC=C1)NC1=NC(=NC(=N1)NC1COCCC1)C1=CC=CC=C1 N2,6-diphenyl-N4-(tetrahydro-2H-pyran-3-yl)-1,3,5-triazine-2,4-diamine